OC1=C(C(N(C=C1)C)=O)NC(N[C@@H](CC(=O)OCC)C1=CC(=CC=C1)OC1=C(C=CC=C1)OC)=O ethyl (S)-3-(3-(4-hydroxy-1-methyl-2-oxo-1,2-dihydropyridin-3-yl)ureido)-3-(3-(2-methoxy phenoxy)phenyl)propanoate